3-bromo-N-[4-chloro-2-methyl-6-[(methylamino)thiocarbonyl]phenyl]-1-(3-chloro-2-pyridinyl)-1H-pyrazole-5-carboxamide BrC1=NN(C(=C1)C(=O)NC1=C(C=C(C=C1C(=S)NC)Cl)C)C1=NC=CC=C1Cl